N-(3-amino-4-(2-chloro-5-fluorophenoxy)-7-(hydroxymethyl)-1H-indazol-5-yl)-3-fluoro-5-(trifluoromethyl)benzamide NC1=NNC2=C(C=C(C(=C12)OC1=C(C=CC(=C1)F)Cl)NC(C1=CC(=CC(=C1)C(F)(F)F)F)=O)CO